2,7-difluoro-8-((triisopropylsilyl)ethynyl)-3-((triisopropylsilyl)oxy)naphthalen-1-ol FC1=C(C2=C(C(=CC=C2C=C1O[Si](C(C)C)(C(C)C)C(C)C)F)C#C[Si](C(C)C)(C(C)C)C(C)C)O